C(C1=CC=CC=C1)OC(=O)[C@H]1NC(C=2NC3=CC=CC=C3C2C1)C1COC(OC1)(C)C (3S)-1-(2,2-dimethyl-1,3-dioxane-5-yl)-1,2,3,4-tetrahydro-beta-carboline-3-carboxylic acid benzyl ester